methyl 4-((1-methoxy-1-oxopentan-2-yl) amino)-3-nitrobenzoate COC(C(CCC)NC1=C(C=C(C(=O)OC)C=C1)[N+](=O)[O-])=O